C(C)C1=CC2=C(C(C=3NC4=CC(=CC=C4C3C2=O)C#C[Si](C)(C)C)(C)C)C=C1N1CCC(CC1)N1CCCC1 9-ethyl-6,6-dimethyl-8-(4-(pyrrolidin-1-yl)piperidin-1-yl)-3-((trimethylsilyl)ethynyl)-5,6-dihydro-11H-benzo[b]Carbazol-11-one